CC/C=C\\C/C=C\\C=C\\C(/C=C/C=C/C(C(CCCCCC(=O)[O-])O)O)O The molecule is a docosanoid anion that is the conjugate base of resolvin T3, obtained by deprotonation of the carboxy group; major species at pH 7.3. It is a hydroxy fatty acid anion and a docosanoid anion. It is a conjugate base of a resolvin T3.